C(C)(C)(C)C1=C(CP([O-])([O-])=O)C=C(C(=C1)O)C(C)(C)C 2,5-di-tert-butyl-4-hydroxybenzylphosphonate